NC1(CC1)C#CC=1C(=NC=NC1)NC1=CC(=C(C=C1)OC1=CC2=C(N(C=N2)C)C=C1)C 5-((1-aminocyclopropyl)ethynyl)-N-(3-methyl-4-((1-methyl-1H-benzoimidazol-5-yl)oxy)phenyl)pyrimidin-4-amine